1-butyl-3-methylimidazolium iodide [I-].C(CCC)N1C=[N+](C=C1)C